(4S)-4-[(3R)-3-hydroxypyrrolidin-1-yl]-N-[2-methyl-3-(4,4,5,5-tetramethyl-1,3,2-dioxaborolan-2-yl)phenyl]-4,5,6,7-tetrahydropyrazolo[1,5-a]pyridine-2-carboxamide O[C@H]1CN(CC1)[C@@H]1C=2N(CCC1)N=C(C2)C(=O)NC2=C(C(=CC=C2)B2OC(C(O2)(C)C)(C)C)C